4-amino-N,1-dimethyl-N-(4-(trifluoromethyl)benzyl)-1H-pyrazolo[4,3-c][1,7]naphthyridine-8-carboxamide NC1=NC=2C=NC(=CC2C2=C1C=NN2C)C(=O)N(CC2=CC=C(C=C2)C(F)(F)F)C